COC1=CC=C(C(=O)NC2=C(C(=O)NCCCC3=CC=CC=C3)C=CC=C2)C=C1 2-(4-methoxybenzamido)-N-(3-phenylpropyl)benzamide